r-2-{[4'-methoxy-(1,1'-biphenyl)-4-yl]sulfonyl}-amino-6-methoxy-hex-4-ynoic acid COC1=CC=C(C=C1)C1=CC=C(C=C1)S(=O)(=O)C(C(=O)O)(CC#CCOC)N